CC1=NOC(=C1C1=CC=C2C=3N([C@H](COC31)C3=NC=CC=C3)C(=N2)N2CCN(CC2)S(=O)(=O)C)C (4S)-7-(3,5-dimethylisoxazol-4-yl)-2-[4-(methylsulfonyl)piperazin-1-yl]-4-pyridin-2-yl-4,5-dihydroimidazo[1,5,4-de][1,4]benzoxazine